3-(5-(4-(4-(4-(4-(3-amino-6-(2-hydroxyphenyl)pyridazin-4-yl)phenyl)piperazin-1-yl)cyclohexyl)piperazin-1-yl)-1-oxoisoindolin-2-yl)piperidine-2,6-dione NC=1N=NC(=CC1C1=CC=C(C=C1)N1CCN(CC1)C1CCC(CC1)N1CCN(CC1)C=1C=C2CN(C(C2=CC1)=O)C1C(NC(CC1)=O)=O)C1=C(C=CC=C1)O